chloro-N,N-bis(4-(naphthalen-1-yl)phenyl)-[1,1'-biphenyl]-4-amine ClC1=C(C=CC(=C1)N(C1=CC=C(C=C1)C1=CC=CC2=CC=CC=C12)C1=CC=C(C=C1)C1=CC=CC2=CC=CC=C12)C1=CC=CC=C1